N1-{3-[(5-cyano-3-methoxy-6-quinoxalinyl)amino]-2,4-difluorophenyl}-1-propanesulfonamide C(#N)C1=C2N=C(C=NC2=CC=C1NC=1C(=C(C=CC1F)NS(=O)(=O)CCC)F)OC